[Na+].[Na+].[Na+].NC=1C=C(C=2C=CC3=C(C=C(C=4C=CC1C2C43)S(=O)(=O)[O-])S(=O)(=O)[O-])S(=O)(=O)[O-] 8-amino-1,3,6-pyrenetrisulfonic acid trisodium salt